C(C=C)(=O)OC(CCCCC)(C(=O)O)C(=O)O acryloyloxyhexane-1,1-dicarboxylic acid